N-(2-(2-(cyclopropanesulfonamido)thiazol-4-yl)propan-2-yl)-4-(2-methylpyridin-3-yl)benzamide C1(CC1)S(=O)(=O)NC=1SC=C(N1)C(C)(C)NC(C1=CC=C(C=C1)C=1C(=NC=CC1)C)=O